CC(CNC(OCCC=CC(=O)O)=O)(CC(CCNC(OCCC=CC(=O)O)=O)C)C.FC(C1=CC=C(C=C1)NC=1C(=NC=CN1)N1CC(CCC1)CNC(C=C)=O)(F)F N-((1-(3-((4-(trifluoromethyl)phenyl)amino)pyrazin-2-yl)piperidin-3-yl)methyl)acrylamide 7,7,9-trimethyl-4,13-dioxo-3,14-dioxa-5,12-diazahexadecane-1,16-diyl-diacrylate